CN1C(C=C(C2=C1N=C(N=C2)NC2=CC(=C(C=C2)N2CCN(CC2)C)OCCC2=CC=NN2C)C#C[Si](C(C)C)(C(C)C)C(C)C)=O 8-methyl-2-((3-(2-(1-methyl-1H-pyrazol-5-yl)ethoxy)-4-(4-methylpiperazin-1-yl)phenyl)amino)-5-((triisopropylsilyl)ethynyl)pyrido[2,3-d]pyrimidin-7(8H)-one